BrC1=NN(C=C1)C1=NC=C(C=C1)C(F)(F)F 2-(3-bromo-1H-pyrazol-1-yl)-5-(trifluoromethyl)pyridine